5-benzyl-1-[4-(tert-butyl)phenyl]-4,5,6,7-tetrahydro-1H-pyrazolo[4,3-c]pyridine-3-carboxylic acid C(C1=CC=CC=C1)N1CC2=C(CC1)N(N=C2C(=O)O)C2=CC=C(C=C2)C(C)(C)C